BrC1=C(NCC2=CC(=CC=C2)Cl)C=CC(=C1)OC 2-bromo-N-(3-chlorobenzyl)-4-methoxyaniline